(S)-3-cyclopropyl-N-((S)-2-(dimethylamino)-3-(4-hydroxy-2,6-dimethylphenyl)propyl)-3-phenylpropanamide C1(CC1)[C@H](CC(=O)NC[C@H](CC1=C(C=C(C=C1C)O)C)N(C)C)C1=CC=CC=C1